(S)-(2-Chloro-6-(18F)fluorophenyl)(3-(3,5-difluorophenyl)-2,7-dimethyl-2,4,5,7-tetrahydro-6H-pyrazolo[3,4-c]pyridin-6-yl)methanon ClC1=C(C(=CC=C1)[18F])C(=O)N1[C@H](C=2C(CC1)=C(N(N2)C)C2=CC(=CC(=C2)F)F)C